C1(=CC=CC=C1)S(=O)(=O)N1CC2=C(CC1)SC=C2C2=NOC(=N2)C(F)(F)F 3-(5-(phenylsulfonyl)-4,5,6,7-tetrahydrothieno[3,2-c]pyridin-3-yl)-5-(trifluoromethyl)-1,2,4-oxadiazole